1-(tert-butoxycarbonyl)-5-(methoxycarbonyl)piperidine-3-carboxylic acid C(C)(C)(C)OC(=O)N1CC(CC(C1)C(=O)OC)C(=O)O